2-Biphenyl-4-yl-6-morpholin-4-yl-pyran-4-one C1(=CC=C(C=C1)C=1OC(=CC(C1)=O)N1CCOCC1)C1=CC=CC=C1